NCC[NH-] 2-aminoethyl-monoamide